2-(5-chloro-3-fluoropyridin-2-yl)malononitrile ClC=1C=C(C(=NC1)C(C#N)C#N)F